3-(fluorophenyl)-1,4-oxazepane-4-carboxamide FC1=C(C=CC=C1)C1COCCCN1C(=O)N